C1(CC1)C=1C=C(C=2N(C1)C=C(N2)CN2C(C1=CC=CC=C1C2=O)=O)N2CCNCC2 2-((6-cyclopropyl-8-(piperazin-1-yl)imidazo[1,2-a]pyridin-2-yl)methyl)isoindoline-1,3-dione